(2R,3R,4R,5R,6R)-5-acetamido-2-(acetoxymethyl)-6-azidotetrahydro-2H-pyran-3,4-diyl diacetate C(C)(=O)O[C@H]1[C@H](O[C@H]([C@@H]([C@H]1OC(C)=O)NC(C)=O)N=[N+]=[N-])COC(C)=O